C(C)OC([C@@H](N)C1=CC2=CC=CC=C2C=C1)OCC (S)-2,2-diethoxy-1-(naphthalen-2-yl)ethan-1-amine